methyl 2-(2-fluoro-5-nitrophenyl)acetate FC1=C(C=C(C=C1)[N+](=O)[O-])CC(=O)OC